Methyl 1-(1-(difluoromethyl)cyclobutyl)-4-((1-methylpiperidin-4-yl)amino)-6-oxo-1,6-dihydropyridine-3-carboxylate FC(C1(CCC1)N1C=C(C(=CC1=O)NC1CCN(CC1)C)C(=O)OC)F